C(C=C)ON1C2C=C(CN(C1=O)C2)N2N=C(C=C2)C(=O)NC=2SC=NN2 1-(6-allyloxy-7-oxo-1,6-diazabicyclo[3.2.1]oct-3-en-3-yl)-N-(1,3,4-thiadiazol-2-yl)pyrazole-3-carboxamide